C(C1=CC=CC=C1)OC(=O)N[C@@H]1CC[C@H](CC1)C=O TRANS-4-(BENZYLOXYCARBONYLAMINO)CYCLOHEXANECARBALDEHYDE